1H-IMIDAZOL-4-YL(OXO)ACETIC ACID N1C=NC(=C1)C(C(=O)O)=O